methyl (R)-3-(3,5-dichlorophenyl)-3-((4-(trifluoromethoxy)phenyl)sulfonamido)propanoate ClC=1C=C(C=C(C1)Cl)[C@@H](CC(=O)OC)NS(=O)(=O)C1=CC=C(C=C1)OC(F)(F)F